(S)-(4-(4-fluorobenzo[d]thiazol-2-yl)-6,7-dihydro-1H-imidazo[4,5-c]pyridin-5(4H)-yl)(2-(2-hydroxypropan-2-yl)thiazol-5-yl)methanone FC1=CC=CC2=C1N=C(S2)[C@H]2N(CCC1=C2N=CN1)C(=O)C1=CN=C(S1)C(C)(C)O